2,6-di-t-butyl-α-dimethylaminocresol C(C)(C)(C)C1(CC=CC(=C1O)C(C)(C)C)CN(C)C